[Si](C1=CC=CC=C1)(C1=CC=CC=C1)(C(C)(C)C)OCC1CN(CCC1O)C(=O)OC(C)(C)C tert-Butyl 3-[[tert-butyl(diphenyl)silyl]oxymethyl]-4-hydroxypiperidine-1-carboxylate